C1(CC1)S(=O)(=O)N1N=CC(=C1)C1=NC=CC(=N1)NC1=CC(=C(C=N1)C#CC1(CCCCC1)O)NC1CCC(CC1)O 1-((6-((2-(1-(Cyclopropylsulfonyl)-1H-pyrazol-4-yl)pyrimidin-4-yl)amino)-4-(((1s,4s)-4-hydroxycyclohexyl)amino)pyridin-3-yl)ethynyl)cyclohexan-1-ol